5-chloro-N-[2,4-difluoro-3-[([4-methyl-1H-pyrazolo[3,4-b]pyridin-5-yl]oxy)methyl]phenyl]-2-methoxypyridine-3-sulfonamide ClC=1C=C(C(=NC1)OC)S(=O)(=O)NC1=C(C(=C(C=C1)F)COC=1C(=C2C(=NC1)NN=C2)C)F